COC(=O)C=1C=NC(=CC1NC1=NC=C(C=N1)N1CCOCC1)C1=C(C=CC=C1F)F 6-(2,6-difluorophenyl)-4-(5-morpholinopyrimidin-2-yl)aminopyridine-3-carboxylic acid methyl ester